(4-(1-(tert-butyl)-1H-1,2,4-triazol-3-yl)-3-chlorophenyl)(4-(5-chlorooxazolo[4,5-b]pyridin-2-yl)piperazin-1-yl)methanone C(C)(C)(C)N1N=C(N=C1)C1=C(C=C(C=C1)C(=O)N1CCN(CC1)C=1OC=2C(=NC(=CC2)Cl)N1)Cl